(R)-α-naphthylethylamine C1(=CC=CC2=CC=CC=C12)[C@@H](C)N